FC(C(C)(O)C=1N=CC=2N(C1)C=CN2)(F)F 1,1,1-trifluoro-2-imidazo[1,2-a]pyrazin-6-yl-propan-2-ol